1'-hydroxyestragole COC1=CC=C(C=C1)C(C=C)O